4-(4-(2-(methylamino)-7H-pyrrolo[2,3-d]pyrimidin-7-yl)pyridin-2-yl)-2-(thiazol-2-yl)but-3-yn-2-ol CNC=1N=CC2=C(N1)N(C=C2)C2=CC(=NC=C2)C#CC(C)(O)C=2SC=CN2